ClC1=CC2=C(N=CN(C2=O)CC2(CCN(CC2)C(C2=C(C=CC=C2)F)=O)O)N1C1=CC=C(C=C1)[C@@H]1CO[C@H](CN1C(=O)OC(C)(C)C)C tert-Butyl (2S,5R)-5-(4-(6-chloro-3-((1-(2-fluorobenzoyl)-4-hydroxypiperidin-4-yl)methyl)-4-oxo-3,4-dihydro-7H-pyrrolo[2,3-d]pyrimidin-7-yl)phenyl)-2-methylmorpholine-4-carboxylate